Cl.BrC=1C=C(C[C@H](N)C)C=CC1 |r| (+/-)-3-bromoamphetamine HCl